[Br-].C(CCC)[N+]1=CC(=CC=C1)C 1-Butyl-3-methylpyridinium bromid